1-ethyl-3-(1-hydroxy-2,3,1-benzodiazaborinine-2-carbonyl)quinolin-4-one C(C)N1C=C(C(C2=CC=CC=C12)=O)C(=O)N1B(C2=C(C=N1)C=CC=C2)O